NC1=CC(=C(C=C1OC)N1CCC(CC1)CN1CCN(CC1)C=1C=C2C(N(C(C2=CC1)=O)C1C(NC(CC1)=O)=O)=O)C=1C=NN(C1)C 5-(4-((1-(4-amino-5-methoxy-2-(1-methyl-1H-pyrazol-4-yl)phenyl)piperidin-4-yl)methyl)piperazin-1-yl)-2-(2,6-dioxopiperidin-3-yl)isoindoline-1,3-dione